C1C(=O)[C@@H]([C@H]([C@H](O1)OP(=O)(O)OP(=O)(O)OC[C@@H]2[C@H]([C@H]([C@@H](O2)N3C=CC(=O)NC3=O)O)O)O)O The molecule is an UDP-sugar. It has a role as an Escherichia coli metabolite. It is a conjugate acid of an UDP-beta-L-threo-pentopyranos-4-ulose(2-).